C[C@@H]1CCOC1 (3S,4R)-4-methyltetrahydrofuran